N-[4-[[[3-(1H-imidazol-1-ylmethyl)phenyl]amino]methyl]phenyl]-acetamide N1(C=NC=C1)CC=1C=C(C=CC1)NCC1=CC=C(C=C1)NC(C)=O